5-bromo-1-benzothiophene-2-carbonyl chloride BrC=1C=CC2=C(C=C(S2)C(=O)Cl)C1